N[C@@H]1CC=CC[C@H]1C1=C(C2=NC(=CC(=C2S1)NCC=1OC=CC1)Cl)Cl 2-((1R,6R)-6-aminocyclohex-3-en-1-yl)-3,5-dichloro-N-(furan-2-ylmethyl)thieno[3,2-b]pyridin-7-amine